C(N)(=O)C1=NN(C=C1C=1C=NN(C1)C1=NC=C(C=N1)F)CC(=O)OC(C)(C)C tert-Butyl 2-(3-carbamoyl-1'-(5-fluoropyrimidin-2-yl)-1H,1'H-[4,4'-bipyrazol]-1-yl)acetate